1-(3-fluoro-4-(methylsulfonyl)phenyl)thiourea FC=1C=C(C=CC1S(=O)(=O)C)NC(=S)N